((S)-6,8-dichloro-1-methyl-3,4-dihydroisoquinolin-2(1H)-yl)((R)-4-(2-((2,4-dimethoxybenzyl)amino)oxazolo[4,5-c]pyridin-7-yl)morpholin-2-yl)methanone ClC=1C=C2CCN([C@H](C2=C(C1)Cl)C)C(=O)[C@H]1CN(CCO1)C=1C2=C(C=NC1)N=C(O2)NCC2=C(C=C(C=C2)OC)OC